C(C)(C)N(P(O[C@@H]1[C@H](O[C@H](C1)N1C=CC2=C1N=CN=C2NC(C2=CC=CC=C2)=O)COC(C2=CC=CC=C2)(C2=CC=C(C=C2)OC)C2=CC=C(C=C2)OC)OCCC#N)C(C)C (2R,3S,5R)-5-(4-benzamido-7H-pyrrolo[2,3-d]pyrimidin-7-yl)-2-((bis(4-methoxyphenyl) (phenyl)methoxy)methyl)tetrahydrofuran-3-yl (2-cyanoethyl) diisopropylphosphoramidite